N-(3-chloro-4-(2H-1,2,3-triazol-2-yl)phenyl)-5-cyclopropyl-1-(2-oxo-1,2-dihydrobenzo[cd]indol-6-yl)-1H-pyrazole-4-carboxamide ClC=1C=C(C=CC1N1N=CC=N1)NC(=O)C=1C=NN(C1C1CC1)C=1C=2C3=C(C(NC3=CC1)=O)C=CC2